(S)-N-((4-carbamimidoylthiophen-2-yl)methyl)-7-((2',6'-dimethyl-[1,1'-biphenyl]-4-carbonyl)glycyl)-1,4-dioxa-7-azaspiro[4.4]nonane-8-carboxamide C(N)(=N)C=1C=C(SC1)CNC(=O)[C@H]1N(CC2(OCCO2)C1)C(CNC(=O)C1=CC=C(C=C1)C1=C(C=CC=C1C)C)=O